2-ethoxy-5-(4-fluorophenyl)-4-hydroxy-6-methylpyridine-3-carboxamide C(C)OC1=NC(=C(C(=C1C(=O)N)O)C1=CC=C(C=C1)F)C